ClC=1C=C2C(=C(C(=NC2=CC1)C1CCOCC1)C)O 6-chloro-3-methyl-2-(tetrahydro-2H-pyran-4-yl)quinolin-4-ol